1-(3-(2-(2-hydroxyethoxy)-6-morpholinopyridin-4-yl)-4-methylphenyl)-3-(2-(trifluoromethyl)pyrimidin-5-yl)urea OCCOC1=NC(=CC(=C1)C=1C=C(C=CC1C)NC(=O)NC=1C=NC(=NC1)C(F)(F)F)N1CCOCC1